2,6-dichloro-4-[3-methyl-1-(4-methyl-1,2,4-triazacyclopentan-3-yl)cyclobutyl]pyridine ClC1=NC(=CC(=C1)C1(CC(C1)C)C1NNCN1C)Cl